C([O-])([O-])=O.[Eu+3].C([O-])([O-])=O.C([O-])([O-])=O.[Eu+3] europium Carbonate